CC(C)(C)NCC(COC1=C2CCC(NC2=CC=C1)=O)O 5-[3-[(1,1-dimethylethyl)amino]-2-hydroxypropoxy]-3,4-dihydroquinolin-2(1H)-one